4-[1-(2,2-Dimethyl-propyl)-piperidin-3-yl]-N-[4-methyl-3-(4-pyridin-3-yl-pyrimidin-2-ylamino)-phenyl]-benzamide CC(CN1CC(CCC1)C1=CC=C(C(=O)NC2=CC(=C(C=C2)C)NC2=NC=CC(=N2)C=2C=NC=CC2)C=C1)(C)C